OC[C@@H](CC(C)C)NC1=NC(=NC(=N1)CC(C)C1=CC=CC=C1)NS(=O)(=O)C N-(4-(((R)-1-Hydroxy-4-methylpentan-2-yl)amino)-6-(2-phenylpropyl)-1,3,5-triazin-2-yl)methanesulfonamide